C(C)(C)(C)OC(=O)N1C[C@@H](CCC1)NC(CCCCBr)=O (R)-3-(5-bromopentanamido)piperidine-1-carboxylic acid tert-butyl ester